COC=1C=C2C(=CC=NC2=CC1OC)OC1=C(C=CC=C1F)C1=CC=C(C=C1)CCN(C(C(=O)N)=O)C 4-([6,7-bis(methyloxy)quinolin-4-yl]oxyl-3-fluorophenyl)-N-methyl-N-(2-phenylethyl)ethanediamide